COC(C1=C(C=CC(=C1)COC1=C(C=C(C=C1)Cl)Cl)C)=O 5-[(2,4-dichlorophenoxy)methyl]-2-methyl-benzoic acid methyl ester